ethyl (S,Z)-4-((1S,3S,4S)-2-((3-chlorophenyl)-L-leucyl)-5,5-difluoro-2-azabicyclo[2.2.2]octane-3-carboxamido)-2-fluoro-5-((S)-2-oxopyrrolidin-3-yl)pent-2-enoate ClC=1C=C(C=CC1)N[C@@H](CC(C)C)C(=O)N1[C@@H]2CC([C@H]([C@H]1C(=O)N[C@H](\C=C(\C(=O)OCC)/F)C[C@H]1C(NCC1)=O)CC2)(F)F